1-vinyl-tetrahydro-1H-thiophen-1-ium triflate [O-]S(=O)(=O)C(F)(F)F.C(=C)[S+]1CCCC1